COC1=C(C=CC=C1)S(=O)(=O)NC1=NOC2=C1CC1(C3=C(C=C(C=C32)OC)NC)CC1 2-methoxy-N-(8'-methoxy-6'-(methylamino)-4'H-spiro[cyclopropane-1,5'-naphtho[2,1-d]isoxazol]-3'-yl)benzenesulfonamide